OC1=C(SC2=C1N=NC(=C2)C2=C(C=C(C=C2C)C)OC)C(=O)OC methyl 7-hydroxy-3-(2-methoxy-4,6-dimethyl-phenyl)thieno[3,2-c]pyridazine-6-carboxylate